methyl-adenosine C[C@@]1([C@H](O)[C@H](O)[C@@H](CO)O1)N1C=NC=2C(N)=NC=NC12